F[Sb-](F)(F)(F)(F)F.C(CCCCCCCCCCC)C1=CC=C(C=C1)[I+]C1=CC=C(C=C1)CCCCCCCCCCCC bis(4-dodecylphenyl)iodonium hexafluoroantimonate